methyl 6-deoxy-6-amino-2,3-di-O-tetradecyl-alpha-D-glucopyranoside NC[C@@H]1[C@H]([C@@H]([C@H]([C@@H](OC)O1)OCCCCCCCCCCCCCC)OCCCCCCCCCCCCCC)O